CCC1=C(C2=CC=CC=C2O1)C(=O)C3=CC(=C(C(=C3)Br)O)Br The molecule is 1-Benzofuran substituted at C-2 and C-3 by an ethyl group and a 3,5-dibromo-4-hydroxybenzoyl group respectively. An inhibitor of CYP2C9, it is used as an anti-gout medication. It has a role as a uricosuric drug. It is a member of 1-benzofurans and an aromatic ketone. It derives from a 2,6-dibromophenol.